4-(((2-chloro-3-methoxy-phenyl)sulfonyl)difluoro-methyl)-N-(pyridazin-4-yl)piperidine-1-carboxamide ClC1=C(C=CC=C1OC)S(=O)(=O)C(C1CCN(CC1)C(=O)NC1=CN=NC=C1)(F)F